CC=1C(=C2C=NNC2=CC1)C1=C(C(=C2C=NC(=NC2=C1OCC(F)(F)F)OC[C@H]1N(CCC1)C)N1CC2(CN(C2)C(C=C)=O)CC1)C=C 1-(6-(7-(5-methyl-1H-indazol-4-yl)-2-(((S)-1-methylpyrrolidin-2-yl)methoxy)-8-(2,2,2-trifluoroethoxy)-6-vinylquinazolin-5-yl)-2,6-diazaspiro[3.4]octan-2-yl)prop-2-en-1-one